ClC1=C(C(=O)P(C2=C(C=CC(=C2)C)C)(C(C2=C(C(=C(C(=C2Cl)OC)OC)OC)Cl)=O)=O)C(=C(C(=C1OC)OC)OC)Cl bis-(2,6-dichloro-3,4,5-trimethoxybenzoyl)-2,5-dimethylphenylphosphine oxide